(2R,4R)-4-amino-8-azaspiro[4.5]decane-2-ol hydrochloride Cl.N[C@@H]1C[C@@H](CC12CCNCC2)O